FC1(C(CN(CC1)S(=O)(=O)C)CN(C1=NC(=NC(=C1)N1CCOC2(C1)CCCCC2)C(F)(F)F)C)F N-((4,4-difluoro-1-(methylsulfonyl)piperidin-3-yl)methyl)-N-methyl-6-(1-oxa-4-azaspiro[5.5]undecan-4-yl)-2-(trifluoromethyl)pyrimidin-4-amine